C(C)(C)(C)N1C=C(C=2C1=NC(=CC2)C(=O)N2C(CN(CC2)C2=NC(=C(C(=O)O)C(=C2)C)C)(C)C)C2=CC(=C(C=C2)C(F)(F)F)F 6-(4-(1-(tert-butyl)-3-(3-fluoro-4-(trifluoromethyl)phenyl)-1H-pyrrolo[2,3-b]pyridine-6-carbonyl)-3,3-dimethylpiperazin-1-yl)-2,4-dimethylnicotinic acid